CN\C(=C/C(=O)OC(C)(C)C)\C tert-butyl (Z)-3-(methylamino)but-2-enoate